1-(4-trifluoromethylbenzyl)imidazoline-2-imine hydrobromide salt Br.FC(C1=CC=C(CN2C(NCC2)=N)C=C1)(F)F